OCC(C)(C)S(=O)(=O)C1(CC1)CN1C(C2=C(CC1)C(=NN2C)C=2N=NN(C2)CC2=CC=C(C#N)C=C2)=O 4-((4-(6-((1-((1-Hydroxy-2-methylpropan-2-yl)sulfonyl)cyclopropyl)methyl)-1-methyl-7-oxo-4,5,6,7-tetrahydro-1H-pyrazolo[3,4-c]pyridin-3-yl)-1H-1,2,3-triazol-1-yl)methyl)benzonitrile